2-[(4-{2-[(4-cyano-2-fluorobenzyl)oxy]pyridin-3-yl}piperidin-1-yl)methyl]-1-[(2S)-oxetan-2-ylmethyl]-1H-benzimidazole-6-carboxylic acid C(#N)C1=CC(=C(COC2=NC=CC=C2C2CCN(CC2)CC2=NC3=C(N2C[C@H]2OCC2)C=C(C=C3)C(=O)O)C=C1)F